C(C)(C)(C)OC(=O)N1C[C@H](CCC1)O (3S)-3-hydroxypiperidine-1-carboxylic acid tert-butyl ester